(S)-N-((S)-1-amino-2-cyclohexylethyl)-3-(6-chlorobenzo[d]thiazol-2-yl)-2-isobutanamidopropanamide N[C@H](CC1CCCCC1)NC([C@H](CC=1SC2=C(N1)C=CC(=C2)Cl)NC(C(C)C)=O)=O